FC1=CC=C(CN2C=[N+](C3=C2C(C2=CC=CC=C2C3=NO)=O)C)C=C1 (E) or (Z)-1-(4-fluorobenzyl)-4-(hydroxyimino)-3-methyl-9-oxo-4,9-dihydro-1H-naphtho[2,3-d]imidazol-3-ium